ClC1=C(C(=CC=C1Cl)OC)C1CC(N(CC1)C(=O)OC(C)(C)C)C(=O)OC 1-tert-butyl 2-methyl 4-(2,3-dichloro-6-methoxyphenyl)piperidine-1,2-dicarboxylate